COC1=C(C=CC(=C1)OC)N1C(C(=C(C2=C1N=C(N=C2)NC2=C(C=CC=C2)OC)C=C)C#N)=O 8-(2,4-dimethoxyphenyl)-2-((2-methoxyphenyl)amino)-7-oxo-5-vinyl-7,8-dihydropyrido[2,3-d]pyrimidine-6-carbonitrile